dimethyl-5-chloro-3-methyl-2-oxoindoline-3,6-dicarboxylate COC(=O)C1(C(NC2=CC(=C(C=C12)Cl)C(=O)OC)=O)C